C(C)(C)(C)OC(=O)N1CCC(=CC1)C1=CNC=2N(C1=O)N=C(N2)Br.C[C@H]2CN(C[C@H](O2)C)CC2CCNCC2 (2S,6R)-2,6-dimethyl-4-(piperidin-4-ylmethyl)morpholine tert-butyl-4-(2-bromo-7-oxo-4,7-dihydro-[1,2,4]triazolo[1,5-a]pyrimidin-6-yl)-3,6-dihydropyridine-1(2H)-carboxylate